N-Ethyl-N-((4-methoxybenzyl)oxy)-5-((5-(4-(trifluoromethyl)phenyl)oxazol-2-yl)amino)picolinamide C(C)N(C(C1=NC=C(C=C1)NC=1OC(=CN1)C1=CC=C(C=C1)C(F)(F)F)=O)OCC1=CC=C(C=C1)OC